tert-butyl (7-((3aR,4R,6S,6aS)-2,2,6a-trimethyl-6-((methylthio)methyl)tetrahydrofuro[3,4-d][1,3]dioxol-4-yl)-7H-pyrrolo[2,3-d]pyrimidin-4-yl)carbamate CC1(O[C@@H]2[C@](O1)([C@H](O[C@H]2N2C=CC1=C2N=CN=C1NC(OC(C)(C)C)=O)CSC)C)C